tetradecahydro-1H-cyclopenta[5,6]naphtho[1,2-g]quinazoline C1CCC2C3CCC4C(=CC5CNCNC5C4)C3=CC=C21